O=C1NC(CCC1N1C(C2=CC(=C(C=C2C1)NC(OC(C)(C)C)=O)F)=O)=O tert-butyl N-[2-(2,6-dioxopiperidin-3-yl)-6-fluoro-1-oxo-3H-isoindol-5-yl]carbamate